3,5-difluoro-4-((6-methyl-7-(o-tolyl)-1H-imidazo[4,5-c]pyridin-1-yl)methyl)benzenesulfonamide Tert-butyl-2-(2-bromo-4-isopropyl-7-oxo-thieno[2,3-d]pyridazin-6-yl)prop-2-enoate C(C)(C)(C)OC(C(=C)N1N=C(C2=C(C1=O)SC(=C2)Br)C(C)C)=O.FC=2C=C(C=C(C2CN2C=NC=1C=NC(=C(C12)C1=C(C=CC=C1)C)C)F)S(=O)(=O)N